ClC1=C2C=CC=CC2=C(C2=CC=CC=C12)C(C=1C=C(C=CC1)NC(=O)C1=CC(=NN1C1=CC(=CC=C1)C#N)C(F)(F)F)NCC1CC1 N-(3-((10-chloroanthracen-9-yl)(cyclopropylmethylamino)methyl)phenyl)-1-(3-cyanophenyl)-3-(trifluoromethyl)-1H-pyrazole-5-carboxamide